Cyclohexyl(3-(5-(5-(trifluoromethyl)-1,2,4-oxadiazol-3-yl)pyridin-2-yl)-3,6-diazabicyclo[3.1.1]heptan-6-yl)methanone C1(CCCCC1)C(=O)N1C2CN(CC1C2)C2=NC=C(C=C2)C2=NOC(=N2)C(F)(F)F